6-(3'-((1,1-Dioxidothiomorpholino)Methyl)-[1,1'-Biphenyl]-4-yl)-2-Methyl-1H-benzo[d]imidazol O=S1(CCN(CC1)CC=1C=C(C=CC1)C1=CC=C(C=C1)C=1C=CC2=C(NC(=N2)C)C1)=O